N-[(1S)-1-{[(1S)-1-{[4-(chloromethyl)phenyl]carbamoyl}ethyl]carbamoyl}-2-methylpropyl]-6-(2,5-dioxopyrrol-1-yl)hexanamide ClCC1=CC=C(C=C1)NC(=O)[C@H](C)NC(=O)[C@H](C(C)C)NC(CCCCCN1C(C=CC1=O)=O)=O